OC1=C(C2=CC=CC=C2C=C1)C(=O)NC1=CC=2C(=NC(N2)=O)C=C1 5-(2'-hydroxynaphthyl)formamidobenzimidazolone